(R)-heptan-2-yl (1-methyl-4-(6-methyl-5-(methyl-sulfonamido)pyridin-2-yl)-1H-1,2,3-triazol-5-yl)carbamate CN1N=NC(=C1NC(O[C@H](C)CCCCC)=O)C1=NC(=C(C=C1)NS(=O)(=O)C)C